NC1=C(C=C(C=N1)NC(C(N1[C@H](CC[C@@H](C1)C)C1=CC(=CC=C1)OC[C@H]1N(CCC1)C)=O)=O)CC |&1:25| N-(6-amino-5-ethyl-3-pyridyl)-2-oxo-2-[(2R,5S)-5-methyl-2-[3-[[rac-(2S)-1-methylpyrrolidin-2-yl]methoxy]phenyl]-1-piperidyl]acetamide